OC=1C=C(C=CC1)CCCNC(C(=O)N)CCC1=CC=CC=C1 2-((3-(3-hydroxyphenyl)propyl)amino)-4-phenylbutanamide